2-diphenylphosphino-ferrocene C1(=CC=CC=C1)P(C=1[CH-]C=CC1)C1=CC=CC=C1.[CH-]1C=CC=C1.[Fe+2]